D-glucose hydrate O.O=C[C@H](O)[C@@H](O)[C@H](O)[C@H](O)CO